BrC=1N=C2N(CCC(C2)(C)C)C1 2-bromo-7,7-dimethyl-6,8-dihydro-5H-imidazo[1,2-a]pyridine